tetracosyl-benzenesulfonic acid C(CCCCCCCCCCCCCCCCCCCCCCC)C1=C(C=CC=C1)S(=O)(=O)O